C(C)OC(C(=O)NC=1C(=C(C=CC1F)NC(C1=CC=CC=C1)=O)F)(C)C N-(3-(2-ethoxy-2-methylpropionamido)-2,4-difluorophenyl)benzamide